mercaptopropionic acid thioester CC(C(=O)OS)S